ClC1=CC=C(N=N1)NC(C(C)(C)C)=O N-(6-chloropyridazin-3-yl)-2,2-dimethyl-propionamide